NC=1C(=C(C(=C(C(=O)O)C1)O)Cl)O 5-amino-3-chloro-2,4-dihydroxybenzoic acid